di-thio-di(succinimidyl propionate) C1(CCC(N1C(C(=O)[O-])(C)SSC(C(=O)[O-])(C)N1C(CCC1=O)=O)=O)=O